4-(2-((2-(4-(3-bromothiophen-2-carbonyl)piperazin-1-yl)phenyl)amino)ethyl)benzonitrile BrC1=C(SC=C1)C(=O)N1CCN(CC1)C1=C(C=CC=C1)NCCC1=CC=C(C#N)C=C1